ClC=1C=C2C(=NC(=NC2=C(C1C1=CC(=CC2=CC=CC=C12)O)F)OC[C@H]1N(CCC1)C)N1C[C@]2(CC[C@@](C1)(N2)C)C 4-((R or S)-6-Chloro-4-((1R,5S)-1,5-dimethyl-3,8-diazabicyclo[3.2.1]octan-3-yl)-8-fluoro-2-(((S)-1-methylpyrrolidin-2-yl)methoxy)quinazolin-7-yl)naphthalene-2-ol